(E)-N-(4-(8-(1,2-dimethyl-6-(trifluoromethyl)-1H-benzo[d]imidazol-5-yl)indolizine-3-carbonyl)-2,6-difluorophenyl)-4-(((1r,4r)-4-fluorocyclohexyl)amino)but-2-enamide CN1C(=NC2=C1C=C(C(=C2)C2=CC=CN1C(=CC=C21)C(=O)C2=CC(=C(C(=C2)F)NC(\C=C\CNC2CCC(CC2)F)=O)F)C(F)(F)F)C